C12CN(CC(CC1)N2)C=2C1=C(N=C(N2)OC([2H])([2H])C23CCCN3CCC2)CN(CC1)C=1C=C(C=CC1C(F)(F)F)O 3-(4-(3,8-Diazabicyclo[3.2.1]octan-3-yl)-2-((tetrahydro-1H-pyrrolizin-7a(5H)-yl)methoxy-d2)-5,8-dihydropyrido[3,4-d]pyrimidin-7(6H)-yl)-4-(trifluoromethyl)phenol